(E)-7-pyridin-2-ylbenzothiazol-2-ylpyrrolidine-1,2-dicarboxamide N1=C(C=CC=C1)C1=CC=CC=2N=C(SC21)C2(N(CCC2)C(=O)N)C(=O)N